(1r,3r)-N-methyl-3-((1-methylpiperidin-4-yl)oxy)cyclobutan-1-amine CNC1CC(C1)OC1CCN(CC1)C